4-cyano-4-(phenylthioformyl-thio)pentanoic acid C(#N)C(CCC(=O)O)(C)SC(=S)C1=CC=CC=C1